FC1=C(CNC(C(C)C)=O)C=CC(=C1C=1NC(C=CN1)=O)C(F)(F)F N-[2-fluoro-3-(6-oxo-1,6-dihydropyrimidin-2-yl)-4-(trifluoromethyl)benzyl]isobutyramide